C(CC)C1CCC(CC1)=O 4-propylcyclohexanone